C(C1=CC=CC=C1)OC1=CC(=C(C(=O)OC2=C(C(=C(C(=O)OC3=C(C(=C(C(=O)OC4=C(C(=C(C(=O)O)C(=C4C)C)C)CC)C(=C3)C)C)C)C(=C2C)C)O)Cl)C(=C1)C)OC 4-((4-((4-((4-(benzyloxy)-2-methoxy-6-methylbenzoyl)oxy)-3-chloro-2-hydroxy-5,6-dimethylbenzoyl)oxy)-2,3,6-trimethylbenzoyl)oxy)-3-ethyl-2,5,6-trimethylbenzoic acid